Cl.N1C[C@@H](CC1)O (R)-pyrrolidin-3-ol hydrochloric acid salt